(R)-2-(4-(7-(difluoromethyl)pyrazolo[1,5-a]pyridin-2-yl)-6,7-dihydro-1H-imidazo[4,5-c]pyridin-5(4H)-yl)-5-(pyridin-2-yl)-1,3,4-oxadiazole FC(C1=CC=CC=2N1N=C(C2)[C@@H]2N(CCC1=C2N=CN1)C=1OC(=NN1)C1=NC=CC=C1)F